CC(C(=O)OC)(C)S(NC(=O)C1(CC1)C1=CC=C(C=C1)N1CCC(CC1)C1=C(C(=NO1)C)NC(=O)O[C@H](C)C1=CC=CC=C1)(=O)=O methyl 2-methyl-2-[[1-[4-[4-[3-methyl-4-[[(1R)-1-phenylethoxy]carbonylamino]isoxazol-5-yl]-1-piperidyl]phenyl]cyclopropanecarbonyl]sulfamoyl]propanoate